ClC=1C2=C(N=CN1)OC(=C2)I 4-chloro-6-iodofuro[2,3-d]pyrimidine